potassium (R)-2-amino-3-((2-(((benzyloxy) carbonyl) amino) ethyl) amino)-3-oxopropane-1-sulfonate N[C@@H](CS(=O)(=O)[O-])C(=O)NCCNC(=O)OCC1=CC=CC=C1.[K+]